4-(1-methyl-2-oxo-1,2-dihydroquinoline-6-oxy)butyric acid CN1C(C=CC2=CC(=CC=C12)OCCCC(=O)O)=O